Cobalt-Niobium [Nb].[Co]